tert-Butyl 7-[7-fluoro-3-[1-(1-methylpyrazol-4-yl)ethylcarbamoylamino]-6-isoquinolyl]-8-methyl-2,3-dihydropyrido[2,3-b][1,4]oxazine-1-carboxylate FC1=C(C=C2C=C(N=CC2=C1)NC(NC(C)C=1C=NN(C1)C)=O)C1=C(C2=C(OCCN2C(=O)OC(C)(C)C)N=C1)C